C(C)(C)(C)C1=CC(=NO1)NC(=O)NC1=C(C=C(C=C1)C=1N=NN(C1)C1=CC=C(C=C1)OCCN1CCOCC1)Cl 1-(5-tert-butylisoxazol-3-yl)-3-(2-chloro-4-(1-(4-(2-morpholinoethoxy)phenyl)-1H-1,2,3-triazol-4-yl)phenyl)urea